P(OCC#C)(OCC#C)[O-] bis(2-propynyl) phosphite